5-[1-(3-hydroxyphenyl)propyl]-2-methylphenol OC=1C=C(C=CC1)C(CC)C=1C=CC(=C(C1)O)C